(+-)-13-hydroxylysergic acid OC=1C=C2NC=C3C[C@H]4N(C[C@H](C(O)=O)C=C4C(C1)=C32)C |r|